5-(benzothiophen-3-ylmethoxy)-2-fluoro-4-methoxyaniline S1C=C(C2=C1C=CC=C2)COC=2C(=CC(=C(N)C2)F)OC